5-(5-(cyclobutylethynyl)-3,4-dihydroquinolin-1(2H)-yl)-7-fluoro-1-methyl-[1,2,4]triazolo[4,3-a]quinazoline C1(CCC1)C#CC1=C2CCCN(C2=CC=C1)C1=NC=2N(C3=CC=C(C=C13)F)C(=NN2)C